1-isopropyltetrahydropyrimidin-2(1H)-one C(C)(C)N1C(NCCC1)=O